tert-Butyl (S)-((3'-chloro-2'-(3-(5-((3-(hydroxymethyl)azetidin-1-yl)methyl)picolinamido)-2-methylphenyl)-6-methoxy-[2,4'-bipyridin]-5-yl)methyl)((5-oxopyrrolidin-2-yl)methyl)carbamate ClC=1C(=NC=CC1C1=NC(=C(C=C1)CN(C(OC(C)(C)C)=O)C[C@H]1NC(CC1)=O)OC)C1=C(C(=CC=C1)NC(C1=NC=C(C=C1)CN1CC(C1)CO)=O)C